4-(isothiocyanato-phenyl)-thioureido-valine N(=C=S)C1=C(C=CC=C1)CC([C@H](NNC(=S)N)C(=O)O)C